N1=CC=CC2=CC=NC(=C12)SCC(=O)C1=CC=CS1 5-(2-((1,7-naphthyridin-8-yl)thio)acetyl)thiophen